BrC(C(=O)N(CC)CC)(F)F 2-bromo-N,N-diethyl-2,2-difluoroacetamide